ε-palmitolactone C1(CCCCC(CCCCCCCCCC)O1)=O